C12(C=CC(CC1)C2)C2=C1CCC(C2)C1 norbornenyl-(norbornanene)